3-(4-chlorophenyl)propanoyl chloride ClC1=CC=C(C=C1)CCC(=O)Cl